(2S,4R)-N-[(1S,2R)-2-tert-butoxy-1-(methylcarbamoyl)propyl]-1-[(2S)-2-(4-cyclopropyltriazol-1-yl)-3,3-dimethyl-butanoyl]-4-hydroxy-pyrrolidine-2-carboxamide C(C)(C)(C)O[C@@H]([C@@H](C(NC)=O)NC(=O)[C@H]1N(C[C@@H](C1)O)C([C@H](C(C)(C)C)N1N=NC(=C1)C1CC1)=O)C